2,4-bis(biphenyl-4-yl)-6-(2,4-dihydroxyphenyl)-1,3,5-triazine C1(=CC=C(C=C1)C1=NC(=NC(=N1)C1=CC=C(C=C1)C1=CC=CC=C1)C1=C(C=C(C=C1)O)O)C1=CC=CC=C1